[N+](=O)([O-])C1=C(OCC(C(=O)OC(C)(C)C)=C)C=C(C=C1)C(F)(F)F tert-butyl 2-((2-nitro-5-(trifluoromethyl)phenoxy) methyl)acrylate